CC/C=C\C/C=C\C/C=C\C/C=C\CCCCCCC(=O)O all-cis-8,11,14,17-eicosatetraenoic acid